O=C(O)[C@@H](N)CC1=CC=C(O)C(O)=C1.[B] Boron dopa